potassium [2-(2,6-dichlorophenyl)ethyl]trifluoroborate ClC1=C(C(=CC=C1)Cl)CC[B-](F)(F)F.[K+]